C1N(CCC2=CC=CC=C12)CC1=CC=C(C=C1)/C=C/C(=O)NO (E)-3-(4-((3,4-dihydroisoquinolin-2(1H)-yl)methyl)phenyl)-N-hydroxyacrylamide